(difluoromethyl)-3-fluoro-5''-methoxy-2-oxo-N-(6-(trifluoromethyl)thiazolo[5,4-c]pyridin-2-yl)-2H-[1,2':4',4''-terpyridin]-5'-carboxamide FC(F)C1=C(C(N(C=C1)C1=NC=C(C(=C1)C1=CC=NC=C1OC)C(=O)NC=1SC=2C=NC(=CC2N1)C(F)(F)F)=O)F